diisopropylnaphthalenesulfonic acid sodium salt [Na+].C(C)(C)C=1C(=C(C2=CC=CC=C2C1)S(=O)(=O)[O-])C(C)C